BrC=1C=C(C=2N(C1)C=C(N2)C2CC2)OC(F)F 6-bromo-2-cyclopropyl-8-(difluoromethoxy)imidazo[1,2-a]pyridine